C1(=CC=CC=C1)S(=O)(=O)N1C(=NC(=C1)C(=O)C1=CC(=C(C(=C1)OC)OC)OC)C(C1=CC(=C(C(=C1)OC)OC)OC)=O (1-(phenylsulfonyl)-2-(3,4,5-trimethoxybenzoyl)-1H-imidazol-4-yl)(3,4,5-trimethoxyphenyl)methanone